17-acetoxy-5alpha-androstane-2,16-diene C(C)(=O)OC=1[C@]2(C)[C@@H](CC1)[C@@H]1CC[C@H]3CC=CC[C@]3(C)[C@H]1CC2